C1(CC1)C=1C2=C(C(N(N1)CC(=O)N[C@@H](C)C1=CC=C(C=C1)OC(F)(F)F)=O)N(N=C2)C2=CC=CC=C2 (S)-2-(4-cyclopropyl-7-oxo-1-phenyl-1,7-dihydro-6H-pyrazolo[3,4-d]pyridazin-6-yl)-N-(1-(4-(trifluoromethoxy)phenyl)ethyl)acetamide